3,6-diisopropyl-9-mesityl-2,7-dimethoxy-10-methylacridine hexafluorophosphate F[P-](F)(F)(F)(F)F.C(C)(C)C=1C(=CC=2C(C3=CC(=C(C=C3N(C2C1)C)C(C)C)OC)C1=C(C=C(C=C1C)C)C)OC